C(=O)O.N[C@H]1COCC[C@@H]1C1=C(C=2N=C(N=C(C2S1)NCC=1SC=CC1)Cl)Br 6-((3R,4S)-3-aminotetrahydro-2H-pyran-4-yl)-7-bromo-2-chloro-N-(thiophen-2-ylmethyl)thieno[3,2-d]pyrimidin-4-amine formate